(+/-)-(1S,3S)-3-((6-(5-(((cyclopentyl(methyl)carbamoyl)oxy)methyl)-1-methyl-1H-pyrazol-4-yl)-2-methoxypyridin-3-yl)oxy)cyclohexane-1-carboxylic acid C1(CCCC1)N(C(=O)OCC1=C(C=NN1C)C1=CC=C(C(=N1)OC)O[C@@H]1C[C@H](CCC1)C(=O)O)C |r|